C(#N)C1=C(N=C(S1)N(C1=C(N=C2SC(=NN21)N2CCCC2)CC)C)C2=CC=C(C=C2)F 1-[5-((5-cyano-4-(4-fluorophenyl)thiazol-2-yl)(methyl)amino)-6-ethylimidazo[2,1-b][1,3,4]thiadiazol-2-yl]pyrrolidin